F[C@@H]1C[C@H](CN(C1)C)N1CCN2N=CC=3C(=NN=C1C32)C3=C(C=C(C=C3)C(F)(F)F)O (3R,5R)-2-(5-(5-fluoro-1-methylpiperidin-3-yl)-4,5-dihydro-3H-2,2a,5,6,7-pentaazaacenaphthylen-8-yl)-5-(trifluoromethyl)phenol